C(C)C=1C(=C(C=CC1F)[C@H]1[C@H](O[C@@](C1)(C(F)(F)F)C)C(=O)NC1=CC(=NC=C1)C(=O)N)OC (2S,3S,5S)-4-[[3-(3-Ethyl-4-fluoro-2-methoxy-phenyl)-5-methyl-5-(trifluoromethyl)tetrahydrofuran-2-carbonyl]amino]pyridin-2-carboxamid